C(C)(C)OC(CCNC=1N=[N+](C2=C([N+]1[O-])C=CC(=C2)C2=CN=CS2)[O-])=O 3-((3-isopropoxy-3-oxopropyl)amino)-7-(thiazol-5-yl)benzo[e][1,2,4]triazine-1,4-dioxide